3-chloro-N-(piperidin-4-yl)isoquinolin-5-amine hydrochloride Cl.ClC=1N=CC=2C=CC=C(C2C1)NC1CCNCC1